(R)-2-((R)-2-amino-3-phenylpropylamino)-4-methylpentanamide hydrochloride Cl.N[C@@H](CN[C@@H](C(=O)N)CC(C)C)CC1=CC=CC=C1